CN1C(NC2=C1C(=CC=C2)N2CC(C2)N(CC2CCNCC2)C)=O 3-Methyl-4-[3-[methyl(4-piperidylmethyl)amino]azetidin-1-yl]-2-oxo-benzimidazol